4-(4-(6-(1H-indazol-7-yl)pyridazin-4-yl)phenyl)piperazin N1N=CC2=CC=CC(=C12)C1=CC(=CN=N1)C1=CC=C(C=C1)N1CCNCC1